N-(3-(4-ethylpiperazin-1-yl)phenyl)carboxamide C(C)N1CCN(CC1)C=1C=C(C=CC1)NC=O